chromone-2-carboxamide O1C(=CC(C2=CC=CC=C12)=O)C(=O)N